CN(S(=O)(=O)NC1=CC(=NC=C1)C=1C(=C2C(=NC1)N(C=C2)COCC[Si](C)(C)C)N[C@H]2CN(CCC2)C(=O)OC(C)(C)C)C tert-butyl (R)-3-((5-(4-((N,N-dimethylsulfamoyl)amino)pyridin-2-yl)-1-((2-(trimethylsilyl) ethoxy)methyl)-1H-pyrrolo[2,3-b]pyridin-4-yl)amino)piperidine-1-carboxylate